ClC1=CC=C(C=C1)N1N=C(C=C1)[O] [1-(4-chlorophenyl)pyrazol-3-yl]-oxygen